Cl.N[C@H]1[C@H](COCC1)O (3R,4R)-4-aminotetrahydro-2H-pyran-3-ol hydrochloride